(S)-2-amino-4-((cyclopropylmethyl)(2-(3-fluorobenzamido)benzyl)amino)butanoic acid N[C@H](C(=O)O)CCN(CC1=C(C=CC=C1)NC(C1=CC(=CC=C1)F)=O)CC1CC1